NC1=CC=C2C(=CC(=NC2=C1)[C@@H]1[C@H](C1)C1=NC=CC(=N1)C)CO |r| rac-(7-amino-2-((1S*,2S*)-2-(4-methylpyrimidin-2-yl)cyclopropyl)quinolin-4-yl)methanol